N[C@@H](C[C@H]1C(NCC1)=O)C(COC)=O (3S)-3-[(2S)-2-amino-4-methoxy-3-oxobutyl]pyrrolidin-2-one